methyl (E)-1-(2-(tert-butoxycarbonyl) aminomethyl-3-fluoroallyl)-1H-pyrrole-3-carboxylate C(C)(C)(C)OC(=O)NC/C(/CN1C=C(C=C1)C(=O)OC)=C\F